2',7'-Dichloro-3',6'-Dihydroxy-3H-Spiro[2-Benzofuran-1,9'-Xanthen]-3-on ClC1=CC=2C3(C4=CC(=C(C=C4OC2C=C1O)O)Cl)OC(C1=C3C=CC=C1)=O